N=1N(N=CC1)C1CC(C1)C1=NN(C(=C1)N)C1CC1 3-(3-(2H-1,2,3-triazol-2-yl)cyclobutyl)-1-cyclopropyl-1H-pyrazole-5-amine